N-(5-(4-fluorophenoxy)pyridin-2-yl)-2-(4-(5-formyl-6-methoxynicotinoyl)piperazin-1-yl)propanamide FC1=CC=C(OC=2C=CC(=NC2)NC(C(C)N2CCN(CC2)C(C2=CN=C(C(=C2)C=O)OC)=O)=O)C=C1